CC1=CC2=C(C(=NO2)N2C(NC(CC2)=O)=O)C=C1 (6-methylbenzo[d]isoxazol-3-yl)dihydropyrimidine-2,4(1H,3H)-dione